[Co]=O.[La] lanthanum-cobalt oxide